bis(4-(tert-butyl)phenyl)iodonium 4-((2,6-difluorophenoxy)carbonyl)2-hydroxybenzenesulfonate FC1=C(OC(=O)C2=CC(=C(C=C2)S(=O)(=O)[O-])O)C(=CC=C1)F.C(C)(C)(C)C1=CC=C(C=C1)[I+]C1=CC=C(C=C1)C(C)(C)C